penta-ethoxymono-siloxy-trisilacyclohexane C(C)O[Si]1([Si]([Si](CCC1)(O[SiH3])OCC)(OCC)OCC)OCC